(1r,4r)-4-[(3R)-3-(2-isopropoxyphenyl)piperazin-1-yl]-1-methylcyclohexan-1-ol C(C)(C)OC1=C(C=CC=C1)[C@@H]1CN(CCN1)C1CCC(CC1)(O)C